(E)-3-(8-benzoyl-6-hydroxy-6-phenyl-1,2,3,4-tetrahydropyrrolo[1,2-a]pyrimidin-7(6H)-ylidene)chroman-2,4-dione C(C1=CC=CC=C1)(=O)C=1/C(/C(N2C1NCCC2)(C2=CC=CC=C2)O)=C/2\C(OC1=CC=CC=C1C2=O)=O